C1=CC=C(C(=C1)CCN)O o-tyramine